4-Chloro-7,9-difluoro-2-(trifluoromethyl)-5H-pyrimido[5,4-b]indole ClC1=NC(=NC2=C1NC=1C=C(C=C(C21)F)F)C(F)(F)F